6-(isopropyl(methyl)amino)-2-(6-(5-(methoxymethyl)-6,7-dihydro-5H-pyrrolo[2,1-c][1,2,4]triazol-3-yl)pyridin-2-yl)-1-oxo-2,3-dihydro-1H-pyrrolo[3,4-c]pyridine C(C)(C)N(C1=CC2=C(C=N1)CN(C2=O)C2=NC(=CC=C2)C=2N1C(=NN2)CCC1COC)C